FC(CNC(=O)C=1SC(=C(N1)C)C(=O)O)F 2-((2,2-difluoroethyl)carbamoyl)-4-methylthiazole-5-carboxylic acid